tert-butyl (4R,5R)-4-(cyclopropanecarboxamido)-3-fluoro-3-methyl-2-oxo-5-phenylpyrrolidine-1-carboxylate C1(CC1)C(=O)N[C@H]1C(C(N([C@@H]1C1=CC=CC=C1)C(=O)OC(C)(C)C)=O)(C)F